2'-fluoro-N4-acetyl-cytidine triphosphate P(O)(=O)(OP(=O)(O)OP(=O)(O)O)OC[C@@H]1[C@H]([C@]([C@@H](O1)N1C(=O)N=C(NC(C)=O)C=C1)(O)F)O